N1(N=CC=C1)C1=C(CNC2=NS(C3=C(N2)C(=CC=C3)OC3=C(C=CC=C3)Cl)(=O)=O)C=CC=C1 3-((2-(1H-pyrazol-1-yl)benzyl)amino)-5-(2-chlorophenoxy)-4H-benzo[e][1,2,4]thiadiazine 1,1-dioxide